1-(2,4-dimethyl-5,7-dihydro-6H-pyrrolo[3,4-b]Pyridin-6-yl)ethanone CC1=CC(=C2C(=N1)CN(C2)C(C)=O)C